C(C)(C)(C)C1=CC=CC(=N1)NC(C1=C(C=C(C=C1)S(=O)(=O)C)N1CCC2(CC2)CC1)=O N-(6-(tert-Butyl)pyridin-2-yl)-4-(methylsulfonyl)-2-(6-azaspiro[2.5]octan-6-yl)benzamide